Indium Titanium Oxide [O-2].[Ti+4].[In+3]